ClC=1C=C(C=CC1)C#CC1=NC=C2N1CCN(C2)C(=O)OC(C)(C)C tert-Butyl 3-[(3-chlorophenyl)ethynyl]-5,6-dihydroimidazo[1,5-a]pyrazine-7(8H)-carboxylate